3-(2-{[(6S)-4-azaspiro[2.5]octan-6-yl]amino}-5-(trifluoromethyl)pyrimidin-4-yl)-7-cyclopropyl-1H,4H,5H,6H,7H,8H-pyrrolo[2,3-c]azepin-8-one C1CC12NC[C@H](CC2)NC2=NC=C(C(=N2)C2=CNC=1C(N(CCCC12)C1CC1)=O)C(F)(F)F